sulfenyl-calcium S=[Ca]